N-(2-iodophenyl)-N-methyl-2-(trifluoromethyl)-2-propenamide IC1=C(C=CC=C1)N(C(C(=C)C(F)(F)F)=O)C